4-(9,9-diphenyl-9H-fluoren-2-yl)-7-(3-methylquinoxalin-6-yl)benzo[c][1,2,5]thiadiazole C1(=CC=CC=C1)C1(C2=CC=CC=C2C=2C=CC(=CC12)C1=CC=C(C2=NSN=C21)C=2C=C1N=C(C=NC1=CC2)C)C2=CC=CC=C2